(R)-3-(3-chloro-4-fluorophenyl)-1-(7,8-difluoro-6-oxo-1,4,5,6-tetrahydro-2H-pyrano[3,4-c]isoquinolin-1-yl)-1-methylurea ClC=1C=C(C=CC1F)NC(N(C)[C@H]1COCC=2NC(C=3C(=C(C=CC3C21)F)F)=O)=O